CC=1N=CSC1CCN 2-(4-methylthiazole-5-yl)ethane-1-amine